C(CCC)N(C(O)=O)CCCCN(CC1=NC=CC=C1C)CC1=NC=CC2=CC(=CC=C12)Br.COC1=CC=C(COCCC=O)C=C1 3-((4-methoxybenzyl)oxy)propanal Butyl(4-(((6-bromoisoquinolin-1-yl)methyl)((3-methylpyridin-2-yl)methyl)amino)butyl)carbamate